(3,5-difluorophenyl)-3-((2,6-dimethylphenyl)aminocarbonyl)-9-hydroxy-1,8-dioxo-1,3,4,8-tetrahydro-2H-pyrido[1,2-a]pyrazine-7-carboxylic acid FC=1C=C(C=C(C1)F)N1C(C=2N(CC1C(=O)NC1=C(C=CC=C1C)C)C=C(C(C2O)=O)C(=O)O)=O